N[C@H](C(=O)N[C@H](C(=O)NC=1C=CC(=C(CN(C(OC(C)(C)C)=O)C)C1)CO)C)C tert-butyl 5-((S)-2-((S)-2-aminopropanamido)propanamido)-2-(hydroxymethyl)benzyl(methyl)carbamate